DipentaErythritol OCC(CO)(COCC(CO)(CO)CO)CO